3-(methoxymethyl)-1-phenyl-1H-benzo[g]indazole-4,5-dione COCC1=NN(C=2C3=C(C(C(C12)=O)=O)C=CC=C3)C3=CC=CC=C3